CC1=CC(=CC2=CC=CC=C12)B(O)O 1-METHYLNAPHTHALENE-3-BORONIC ACID